BrC=1C=NC=2N(C=3N=CC(=CC3OC2C1)Br)CCCCN1CC2COCC(C1)C2 6,12-dibromo-2-(4-{3-oxa-7-azabicyclo[3.3.1]nonan-7-yl}butyl)-9-oxa-2,4,14-triazatricyclo[8.4.0.0^{3,8}]tetradeca-1(10),3(8),4,6,11,13-hexaene